OC=1C2=C(N=CN1)SC(=N2)C2=CC(=C(C=C2)OC2=CC=C(C=C2)C(=O)OC)[N+](=O)[O-] 7-Hydroxy-2-[4-(4-methoxy-carbonylphenoxy)-3-nitro-phenyl]thiazolo[5,4-d]pyrimidine